diselenide [SeH-]=[Se]